C(C)OC(=O)C=1OC2=C(C1C)C=C(C=C2)S(N(CCC2=CC=CC=C2)C2=C(C=CC=C2)N2CCN(CC2)C(C2=CN=CC=C2)=O)(=O)=O 3-methyl-5-(N-(2-(4-nicotinoylpiperazin-1-yl)phenyl)-N-phenethylsulfamoyl)benzofuran-2-carboxylic acid ethyl ester